copper (II) hydroxide phosphate P(=O)(O)(O)O.[Cu](O)O